(2R,3R,4S,5R,6R)-2-(hydroxymethyl)-5-methoxy-6-((5-(4-methyltetrahydro-2H-pyran-4-yl)isoxazol-3-yl)methyl)-4-(4-(2,3,4-trifluorophenyl)-1H-1,2,3-triazol-1-yl)tetrahydro-2H-pyran-3-ol OC[C@H]1O[C@@H]([C@@H]([C@H]([C@H]1O)N1N=NC(=C1)C1=C(C(=C(C=C1)F)F)F)OC)CC1=NOC(=C1)C1(CCOCC1)C